(E)-2-Decenal C(\C=C\CCCCCCC)=O